(2R)-2-[6-(5-chloro-2-{[(2S)-1-hydroxypropan-2-yl]amino}pyrimidin-4-yl)-1-oxo-2,3-dihydro-1H-isoindol-2-yl]N-[(1S)-1-[6-(dimethylamino)pyridin-2-yl]-2-hydroxyethyl]propanamide ClC=1C(=NC(=NC1)N[C@H](CO)C)C1=CC=C2CN(C(C2=C1)=O)[C@@H](C(=O)N[C@H](CO)C1=NC(=CC=C1)N(C)C)C